N-(3-((5-chloro-2-((2-methyl-4-(piperidin-4-yl)phenyl)amino)pyrimidin-4-yl)amino)propyl)-N-methylcyclobutanecarboxamide ClC=1C(=NC(=NC1)NC1=C(C=C(C=C1)C1CCNCC1)C)NCCCN(C(=O)C1CCC1)C